FC1=C(C(=CC=C1C=1C=NN(C1)CC1=CC(=CC=C1)F)O)N1C(C(NS1(=O)=O)=O)C 5-(2-fluoro-3-(1-(3-fluorobenzyl)-1H-pyrazol-4-yl)-6-hydroxyphenyl)-4-methyl-1,2,5-thiadiazolidin-3-one 1,1-dioxide